C(C=C)[Pd-2](=C1N(C=CN1C1=C(C=CC=C1C(C)C)C(C)C)C1=C(C=CC=C1C(C)C)C(C)C)Cl allylchloro-[1,3-bis(2,6-diisopropylphenyl)imidazol-2-ylidene]palladium(II)